(3R)-5-methyltetrahydrofuran-3-amine hydrochloride Cl.CC1C[C@H](CO1)N